NCC1(CCN(CC1)C(=O)C1=C(C=C(C=C1)NC=1C=2N(C=CN1)C(=CN2)C2=CC(=C(C=C2)OC)F)C)O [4-(aminomethyl)-4-hydroxypiperidin-1-yl]-[4-[[3-(3-fluoro-4-methoxyphenyl)imidazo[1,2-a]pyrazin-8-yl]amino]-2-methylphenyl]methanone